CC1=C(C(=CC=C1)C(C)C)NS([O-])(=O)=O.[Na+] Sodium N-[2-methyl-6-(propan-2-yl)phenyl]sulfamate